FC1=CC=C2[C@@H]([C@H](COC2=C1)OCC(C)(C)F)NC=1C2=C(N=CN1)NC(=C2)C(F)(F)F N-[(3R,4S)-7-FLUORO-3-(2-FLUORO-2-METHYL-PROPOXY)CHROMAN-4-YL]-6-(TRIFLUOROMETHYL)-7H-PYRROLO[2,3-D]PYRIMIDIN-4-AMINE